2-(5-fluoro-2-((S)-tetrahydro-2H-pyran-2-yl)phenyl)-2-(3-((5-(4-methoxy-7-methyl-5,6,7,8-tetrahydro-1,8-naphthyridin-2-yl)pentyl)oxy)azetidin-1-yl)acetic acid FC=1C=CC(=C(C1)C(C(=O)O)N1CC(C1)OCCCCCC1=NC=2NC(CCC2C(=C1)OC)C)[C@H]1OCCCC1